C(C)(C)(C)OC(=O)NC=1C(=CC(=C(C1)N(C(OCC1=CC=CC=C1)=O)C)C(C(NCC(F)(F)F)=O)C)F benzyl (5-((tert-butoxycarbonyl)amino)-4-fluoro-2-(1-oxo-1-((2,2,2-trifluoroethyl)amino)propan-2-yl)phenyl)(methyl)carbamate